N(=[N+]=[N-])CC1CN(C=2N(C1)N=CN2)C2=CC=C(C=C2)C(F)(F)F 6-(azidomethyl)-4-(4-(trifluoromethyl)phenyl)-4,5,6,7-tetrahydro-[1,2,4]triazolo[1,5-a]pyrimidine